C(C1=CC=CC=C1)N1C[C@@]2([C@H]([C@@H]2C1)C1=CC(=C(C=C1)Br)OC(F)(F)F)C |r| (rac)-(1R,5S,6R)-3-benzyl-6-(4-bromo-3-(trifluoromethoxy)phenyl)-1-methyl-3-azabicyclo[3.1.0]Hexane